NCCNO[Si](O)(O)CCC aminoethylamino-propylsilanetriol